NC=1SC(=C(N1)C)C(=O)OC(C)(C)C tert-butyl 2-amino-4-methyl-1,3-thiazole-5-carboxylate